[Cl-].ClCC(C[N+](C)(C)C)O L-(-)-3-chloro-2-hydroxypropyl-trimethylammonium chloride